ClC=1N=NC(=CN1)N([C@H]1[C@H]([C@@H]2CC[C@H](C1)N2C(=O)OC(C)(C)C)F)C |r| (±)-tert-butyl (1S,2R,3R,5R)-3-[(3-chloro-1,2,4-triazin-6-yl)(methyl)amino]-2-fluoro-8-azabicyclo[3.2.1]octane-8-carboxylate